COC(=O)C=1SC=CC1 thiophene-2-carboxylic acid methyl ester